(S)-4-(5-(5-fluoro-2-methoxypyridin-4-yl)-1H-pyrazole-3-carbonyl)-N-((3-((1S,2S)-2-(hydroxymethyl)cyclopropyl)pyrazin-2-yl)methyl)-4-azaspiro[2.5]octane-7-carboxamide FC=1C(=CC(=NC1)OC)C1=CC(=NN1)C(=O)N1C2(CC2)C[C@H](CC1)C(=O)NCC1=NC=CN=C1[C@@H]1[C@H](C1)CO